P(O)(O)(O)=O.BrC1=CC=C(C=C1)S(=O)(=O)OCCCOC1=C(C=C(C=C1)CNC(=N)N)Br 3-(2-Bromo-4-(guanidinomethyl)phenoxy)propyl 4-bromobenzenesulfonate, phosphoric acid salt